5-(2-chloro-5-(hydroxymethyl)pyridin-3-yl)-2-(4-methoxybenzyl)-7-((2-(methylamino)-1H-imidazol-1-yl)methyl)isoquinolin-1(2H)-one ClC1=NC=C(C=C1C1=C2C=CN(C(C2=CC(=C1)CN1C(=NC=C1)NC)=O)CC1=CC=C(C=C1)OC)CO